C(CCC)=C1OC(C2=C1C=CC=C2)=O 3-butylidene-2-benzofuran-1-one